N1=C(C=CC=C1)C1=C(C2=C(SC3=C2C=CC=C3)C=C1)C=1C(=C(C=CC1)C1=CC=CC=C1)C1=NN=NC(=C1C1=CC=CC=C1)C1=CC=CC=C1 [(pyridinyl)dibenzothiophenyl](diphenyltriazinyl)biphenyl